NC1=C2C(=NC=N1)N(N=C2C)[C@@H](C)C=2C(=C(C(=C(C2)Cl)F)[C@H]2CNC(O2)=O)OCC (S)-5-{3-[(S)-1-(4-amino-3-methyl-1H-pyrazolo[3,4-d]pyrimidin-1-yl)ethyl]-5-chloro-2-ethoxy-6-fluorophenyl}-1,3-oxazolidin-2-one